FC1=CC=C(C=C1)N(C(CCC)=O)C1=NC=CC(=C1)[N+](=O)[O-] N-(4-fluorophenyl)-N-(4-nitropyridin-2-yl)butanamide